C(CCC)N(CCO)CCCC 2-dibutylaminoethanol